4-isobutyl-1H-indole-1-carboxylate C(C(C)C)C1=C2C=CN(C2=CC=C1)C(=O)[O-]